(5-ethoxy-4-methyl-3-pyridinyl)boronic acid C(C)OC=1C(=C(C=NC1)B(O)O)C